FC(C1=C(C=NN1)C1=CC=C2C(N(C=NC2=C1)CC=1C=C(C(=O)NCC2=CC(=CC=C2)NS(=O)(=O)C)C=CC1)=O)F 3-((7-(5-(Difluoromethyl)-1H-pyrazol-4-yl)-4-oxoquinazolin-3(4H)-yl)methyl)-N-(3-(methylsulfonamido)benzyl)benzamide